ClC1=CC=C2C(N3N(C2=C1)COCC3)=O 9-Chloro-3,4-dihydro-1H,6H-[1,3,4]oxadiazino[3,4-a]indazol-6-one